N-(3-chloro-2,4-difluorobenzyl)-12-hydroxy-1,11-dioxo-1,4,7,11-tetrahydro-3H-2,7-methanopyrido[1,2-a][1,4]diazonine-10-carboxamide ClC=1C(=C(CNC(=O)C=2C(C(=C3N(C4C=CCCN(C3=O)C4)C2)O)=O)C=CC1F)F